3,6-di(4-hydroxybenzyl)-2,5-diketopiperazine OC1=CC=C(CC2C(NC(C(N2)=O)CC2=CC=C(C=C2)O)=O)C=C1